COC(=O)C=1N=C(SC1)N1CC2(CC1)C(NC(CC2)=O)=O 2-(6,8-Dioxo-2,7-diazaspiro[4.5]dec-2-yl)thiazole-4-carboxylic acid methyl ester